ClC1=CC(=C(C(=O)N2C[C@H](N(CC2)C2=C(C=C(C=C2)C=2C(=NC=CC2)N2CCCC2)CN)CC)C=C1)C(F)(F)F 1-{2-[(2R)-4-[4-chloro-2-(trifluoromethyl)benzoyl]-2-ethylpiperazin-1-yl]-5-[2-(pyrrolidin-1-yl)pyridin-3-yl]phenyl}methylamine